Ethyl 4-[(1S)-1-[[4-[2-(3-chlorophenoxy)ethyl-ethyl-amino]tetrahydropyran-4-carbonyl]amino]ethyl]benzoate ClC=1C=C(OCCN(C2(CCOCC2)C(=O)N[C@@H](C)C2=CC=C(C(=O)OCC)C=C2)CC)C=CC1